CC1C(C=CC(=N1)C(=O)NC1=CC(=NC=C1)C(F)(F)F)C1=C2C=CC=NC2=CC=C1 6-methyl-5-(quinolin-5-yl)-N-(2-(trifluoromethyl)pyridin-4-yl)-5,6-dihydropyridine-2-carboxamide